FC1=C(C(=O)N)C=CC(=C1)N1C=NC=C1 fluoro-4-(1H-imidazol-1-yl)benzamide